Cl.NCCCCCCCCCCCCP(O)(O)=O 12-Aminododecylphosphonic acid hydrochloride salt